3-(3-oxo-7-(piperazin-1-yl)-[1,2,4]triazolo[4,3-a]pyridin-2(3H)-yl)piperidine-2,6-dione O=C1N(N=C2N1C=CC(=C2)N2CCNCC2)C2C(NC(CC2)=O)=O